3-Deoxy-D-manno-oct-2-ulosonic acid C(C(=O)C[C@@H](O)[C@@H](O)[C@H](O)[C@H](O)CO)(=O)O